N(C1=CC=CC=C1)C1=C(NC2=C1C(N(CC2C)C)=O)C2=CC(=NC=C2)NC(C(CC(F)F)C2=CC=C(C=C2)F)=O N-{4-[3-anilino-5,7-dimethyl-4-oxo-4,5,6,7-tetrahydro-1H-pyrrolo[3,2-c]pyridin-2-yl]pyridin-2-yl}-4,4-difluoro-2-(4-fluorophenyl)butanamide